CC1=CC(=NO1)COC1=C(C=C2C=NNC2=C1)C(F)(F)F 5-methyl-3-{[5-(trifluoromethyl)-1H-indazol-6-yloxy]methyl}isoxazole